BrC=1C=C2C(=NC1)N=C(O2)C=2C(=C(C=C(C2)F)NC(C2=CC(=C(C=C2)F)Cl)=O)C N-(3-(6-bromooxazolo[4,5-b]pyridin-2-yl)-5-fluoro-2-methylphenyl)-3-chloro-4-fluorobenzamide